sec-butyl isobutyrate C(C(C)C)(=O)OC(C)CC